5-Fluoro-6-(2-methoxyethoxy)-3-(3-{4-[3-(morpholin-4-yl)pyrrolidine-1-carbonyl]phenyl}-1,2-oxazol-5-yl)-1H-indazole FC=1C=C2C(=NNC2=CC1OCCOC)C1=CC(=NO1)C1=CC=C(C=C1)C(=O)N1CC(CC1)N1CCOCC1